(1s,4s)-N-(3-Methoxy-4-methylphenyl)-4-(5-methyl-2-oxo-1,2-dihydropyrido[3,4-d]pyrimidin-3(4H)-yl)cyclohexanecarboxamide COC=1C=C(C=CC1C)NC(=O)C1CCC(CC1)N1C(NC2=C(C1)C(=CN=C2)C)=O